11-amino-3-cyclopropyl-7-isopropyl-5-(2-(pyridin-2-yl)ethyl)-6,7-dihydroisoxazolo[4,3-c]pyrimido[5',4':4,5]pyrrolo[3,2-e]azepin-4(5H)-one NC1=NC=NC2=C1C=1C=3C(C(N(CC1N2C(C)C)CCC2=NC=CC=C2)=O)=C(ON3)C3CC3